BrC1=C(C=C(C(=C1)[N+](=O)[O-])OCC1CC1)F 1-bromo-4-(cyclopropylmethoxy)-2-fluoro-5-nitrobenzene